SCCSC1=CC(=CC(=C1)SCCS)SCCS 1,3,5-tris(2-mercaptoethylthio)benzene